C1(=CC=CC=C1)N(CCCC(=O)O)C1=CC=CC=C1 4-(diphenylamino)butyric acid